isobutane-2-13C C[13CH](C)C